(trifluoromethyl)-1,4-dioxaspiro[4.5]decane-8-carbaldehyde FC(F)(F)C1OC2(OC1)CCC(CC2)C=O